N-[4-[2-[[4-(dimethyl-amino)cyclohexyl]-amino]-8-isopropyl-7-oxo-pteridin-6-yl]-2,6-difluoro-phenyl]-1-[1-(trifluoromethyl)cyclopropyl]methanesulfonamide CN(C1CCC(CC1)NC1=NC=2N(C(C(=NC2C=N1)C1=CC(=C(C(=C1)F)NS(=O)(=O)CC1(CC1)C(F)(F)F)F)=O)C(C)C)C